2-[4-(2-hydroxy-3-dodecylpropoxy)-2-hydroxyphenyl]-4,6-bis(2,4-dimethylphenyl)-1,3,5-triazine OC(COC1=CC(=C(C=C1)C1=NC(=NC(=N1)C1=C(C=C(C=C1)C)C)C1=C(C=C(C=C1)C)C)O)CCCCCCCCCCCCC